2-Chloro-5-[4-(difluoromethyl)-3-[(2H3)methyl]-5-oxo-1,4-dihydro-1,2,4-triazol-1-yl]-4-fluoroaniline ClC1=C(N)C=C(C(=C1)F)N1N=C(N(C1=O)C(F)F)C([2H])([2H])[2H]